C(C1=CC=CC=C1)[C@@H]1[C@H](C1)B1OC(C(O1)(C)C)(C)C |r| rac-2-((1S,2R)-2-benzylcyclopropyl)-4,4,5,5-tetramethyl-1,3,2-dioxaborolane